C(C)C1=NN(C2=C1C=NC(=C2)NC(C)=O)C2=NC(=CC(=C2)OCCOC)[C@@H]2COCC2 (R)-N-(3-Ethyl-1-(4-(2-methoxyethoxy)-6-(tetrahydrofuran-3-yl)pyridin-2-yl)-1H-pyrazolo[4,3-c]pyridin-6-yl)acetamide